Bis(acryloyloxy)nonane C(C=C)(=O)OC(CCCC)(CCCC)OC(C=C)=O